methyl (S)-7-((2',5'-difluoro-[1,1'-biphenyl]-4-carbonyl)glycyl)-1,4-dioxa-7-azaspiro[4.4]nonane-8-carboxylate FC1=C(C=C(C=C1)F)C1=CC=C(C=C1)C(=O)NCC(=O)N1CC2(OCCO2)C[C@H]1C(=O)OC